C(C1=CC=CC=C1)N1CCN(CC1)CCC#CC1CCNCC1 1-benzyl-4-(4-(piperidin-4-yl)but-3-yn-1-yl)piperazine